5'-methoxy-6'-((4-(3-phenylisoxazolidin-2-yl)-5-(trifluoromethyl)pyrimidin-2-yl)amino)spiro[cyclopropane-1,3'-indolin]-2'-one calcium sulfate S(=O)(=O)([O-])[O-].[Ca+2].COC=1C=C2C3(C(NC2=CC1NC1=NC=C(C(=N1)N1OCCC1C1=CC=CC=C1)C(F)(F)F)=O)CC3